FC(C1=C(C=CC(=C1)NC1C(NC(CC1)=O)=O)N1CCC(CC1)(O)CC(=O)O)F 2-(1-(2-(Difluoromethyl)-4-((2,6-dioxopiperidin-3-yl)amino)phenyl)-4-hydroxypiperidin-4-yl)acetic acid